4-octene CCCC=CCCC